[Br-].[PH4+] phosphanium bromide salt